N1N=CC2=CC(=CC=C12)C1CN(C1)[C@@H]1[C@H](CCCC1)OC=1C=C2CN(C(C2=CC1)=O)C1C(NC(CC1)=O)=O 3-(5-(((1S,2S)-2-(3-(1H-indazol-5-yl)azetidin-1-yl)-cyclohexyl)oxy)-1-oxoisoindolin-2-yl)piperidine-2,6-dione